5-(imidazo[1,2-a]pyridin-6-yl)-N-(1,1,1-trifluoropropan-2-yl)-7-((2-(trimethylsilyl)ethoxy)methyl)-7H-pyrrolo[2,3-d]pyrimidin-2-amine N=1C=CN2C1C=CC(=C2)C2=CN(C=1N=C(N=CC12)NC(C(F)(F)F)C)COCC[Si](C)(C)C